O1C[C@@H](CC1)S(=O)(=O)N1C[C@H](CCC1)C(=O)N1[C@H](CCC1)C(=O)NCC1=CC=C(C=C1)C(F)(F)F 1-(((3S)-1-((3R)-tetrahydro-3-furanylsulfonyl)-3-piperidinyl)carbonyl)-N-(4-(trifluoromethyl)benzyl)-D-prolinamide